(3,4-dichloro-1H-indol-7-yl)-4-((1-methylpiperidin-4-yl)sulfonyl)benzenesulfonamide ClC1=CNC2=C(C=CC(=C12)Cl)C1=C(C=CC(=C1)S(=O)(=O)C1CCN(CC1)C)S(=O)(=O)N